NCCS(=O)(=O)[O-].NCCS(=O)(=O)O.[Na+] sodium taurinate (taurinate)